Trans-(2r,6r)-4-(7-cyanopyrazolo[1,5-a]pyridin-4-yl)-N-(4-hydroxycyclohexyl)-6-methyl-morpholine-2-carboxamide C(#N)C1=CC=C(C=2N1N=CC2)N2C[C@@H](O[C@@H](C2)C)C(=O)N[C@@H]2CC[C@H](CC2)O